6-((2R,3S)-2-amino-3-fluorobutyl)-7-bromo-2-chloro-N-((3-fluorothiophen-2-yl)methyl)pyrrolo[2,1-f][1,2,4]triazin-4-amine N[C@H](CC=1C=C2C(=NC(=NN2C1Br)Cl)NCC=1SC=CC1F)[C@H](C)F